C1(CC(=O)OC(C2=CC=C(C=C2)OC)O1)=O (4-methoxybenzylidene) malonate